(S)-6-((1-(1,3-dihydroisobenzofuran-4-yl)ethyl)amino)-3-isopropylpyrimidine-2,4(1H,3H)-dione C1OCC2=C(C=CC=C12)[C@H](C)NC1=CC(N(C(N1)=O)C(C)C)=O